BrC1=C(C(=C(C=C1)C(CCC(=O)OC)C#N)Cl)OC methyl 4-(4-bromo-2-chloro-3-methoxyphenyl)-4-cyanobutanoate